O(C1=CC=CC=C1)CCN1N=NC(=C1)CN1N=NN=C1 1-((1-(2-phenoxyethyl)-1H-1,2,3-triazol-4-yl)methyl)-1H-tetrazole